NCC[C@H](C(=O)NC=1N=C(N(C1)C)C(=O)OCC)NC(=O)OC(C)(C)C ethyl 4-[(2R)-4-amino-2-[(tert-butoxy carbonyl)amino]butanamido]-1-methylimidazole-2-carboxylate